C(C)(C)(C)OC(=O)N1CCC(CC1)NC(=O)OC 4-[(methoxycarbonyl)amino]piperidine-1-carboxylic acid tert-butyl ester